(S)-2-(3,5-bis(trifluoromethyl)phenyl)-8-(2-(2-iodo-4-(trifluoromethoxy)phenoxy)acetyl)-7,8,9,10-tetrahydropyrazino[1,2-a]pyrido[3,2-e][1,4]diazepine-6,12(5H,6aH)-dione FC(C=1C=C(C=C(C1)C(F)(F)F)C=1C=CC=2NC([C@H]3N(C(C2N1)=O)CCN(C3)C(COC3=C(C=C(C=C3)OC(F)(F)F)I)=O)=O)(F)F